stearic acid (methyl)acrylate COC(C=C)=O.C(CCCCCCCCCCCCCCCCC)(=O)O